(R)-beta-hydroxytetradecanoic acid methyl ester COC(C[C@@H](CCCCCCCCCCC)O)=O